nonyl 8-((6-((4,4-bis(((Z)-hex-3-en-1-yl)oxy)butanoyl)oxy)hexyl)(2-hydroxyethyl)amino)octanoate C(C\C=C/CC)OC(CCC(=O)OCCCCCCN(CCCCCCCC(=O)OCCCCCCCCC)CCO)OCC\C=C/CC